S1CCNC(C2=C1N=CC=C2)=O 3,4-dihydropyrido[3,2-f][1,4]thiazepine-5(2H)-one